FC1=CC=C(C=C1)/C(=C/COC1=CC(=C(OCC(=O)[O-])C=C1)C)/C1=CC=C(C=C1)C1=CC=C(C=C1)C#CCN1CCOCC1.[Na+] sodium (E)-2-(4-((3-(4-fluorophenyl)-3-(4'-(3-morpholinoprop-1-yn-1-yl)-[1,1'-biphenyl]-4-yl)allyl)oxy)-2-methylphenoxy)acetate